CN([C@H](C)C=1NC(=CC(C1)=O)C=1C=2N(C=CC1)C(=C(N2)C#CCNC2=C(C=C(C=C2)S(=O)(=O)C)OC)CC(F)(F)F)C (R)-2-(1-(dimethylamino)ethyl)-6-(2-(3-((2-methoxy-4-(methylsulfonyl)phenyl)amino)prop-1-yn-1-yl)-3-(2,2,2-trifluoroethyl)imidazo[1,2-a]pyridin-8-yl)pyridin-4(1H)-one